BrC1=C(C=C(C=O)C=C1)OC(F)(F)F 4-bromo-3-(trifluoromethoxy)benzaldehyde